FC=1C(=C(C=CC1F)[C@@H]1[C@H](O[C@@]([C@@H]1C)(C(F)(F)F)C)C(=O)NC1=CC(=NC=C1)S(=O)(=NC)C)OC |o1:8,9,11,12| rel-(2S,3R,4R,5S)-3-(3,4-difluoro-2-methoxyphenyl)-N-(2-(N,S-dimethylsulfonimidoyl)pyridin-4-yl)-4,5-dimethyl-5-(trifluoromethyl)tetrahydrofuran-2-carboxamide